3-(3'-Adamantan-1-yl-4'-[3-(2-(2-[3-(3-bromo-4-hydroxy-phenyl)-2-hydroxyimino-propionylamino]-ethyldisulfanyl)-ethylcarbamoyl)-propoxy]-biphenyl-4-yl)-acrylic acid C12(CC3CC(CC(C1)C3)C2)C=2C=C(C=CC2OCCCC(NCCSSCCNC(C(CC2=CC(=C(C=C2)O)Br)=NO)=O)=O)C2=CC=C(C=C2)C=CC(=O)O